tert-butyl (7R)-7-methoxy-5-oxa-2-azaspiro[3.4]octane-2-carboxylate CO[C@H]1COC2(CN(C2)C(=O)OC(C)(C)C)C1